CC1=CC=C(C=C1)S(=O)(=O)N(C=O)C1CCCCC1 N-(4-toluenesulfonyl)cyclohexylformamide